CS(=O)(=O)C1=CC2=C(N=C(S2)NC(CC2=CC=C(OC3=C(C(=O)N)C=CC=N3)C=C2)=O)C=C1 2-(4-(2-((6-(methylsulfonyl)benzo[d]thiazol-2-yl)amino)-2-oxoethyl)phenoxy)nicotinamide